1,3-diazido-2-ethyl-2-nitropropane N(=[N+]=[N-])CC(CN=[N+]=[N-])([N+](=O)[O-])CC